tert-butyliminotri(dimethylamino)niobium C(C)(C)(C)N=[Nb](N(C)C)(N(C)C)N(C)C